2-Chloro-3,4-dimethyl-6,7-dihydro-5H-pyrrolo[3,4-b]pyridin-5-one ClC1=C(C(=C2C(=N1)CNC2=O)C)C